methyl 3-(9-((4-(((tert-butoxycarbonyl)amino)methyl)-2-(methylcarbamoyl)phenyl)carbamoyl)-4,5-dihydrobenzo[b]thieno[2,3-d]oxepin-8-yl)-6-(propylcarbamoyl)picolinate C(C)(C)(C)OC(=O)NCC1=CC(=C(C=C1)NC(=O)C1=CC2=C(OCCC3=C2SC=C3)C=C1C=1C(=NC(=CC1)C(NCCC)=O)C(=O)OC)C(NC)=O